4-[5-(2-cyclopentylsulfanyl-pyridin-3-yl)-indol-1-yl]-butyric acid C1(CCCC1)SC1=NC=CC=C1C=1C=C2C=CN(C2=CC1)CCCC(=O)O